ClC=1C=C(C(=NC1C1(CC1)C)C)I 5-chloro-3-iodo-2-methyl-6-(1-methylcyclopropyl)pyridine